2-[1-[2-(1-piperidinyl)ethyl]pyrazol-4-yl]-5-propyl-3H-imidazo[2,1-b]purin-4-one N1(CCCCC1)CCN1N=CC(=C1)C1=NC=2N3C(N(C(C2N1)=O)CCC)=NC=C3